FC1=C(C=CC=C1COC)N1CCN(CC1)C(C(=O)NCC(C)C)(C)C 2-(4-(2-fluoro-3-(methoxymethyl)phenyl)piperazin-1-yl)-N-isobutyl-2-methylpropanamide